N-(3-ethyl-6-methoxybenzo[d]isoxazol-5-yl)-4-nitrobenzenesulfonamide C(C)C1=NOC2=C1C=C(C(=C2)OC)NS(=O)(=O)C2=CC=C(C=C2)[N+](=O)[O-]